7-(4-(1-(2,2-difluoro-1-(4-fluorophenyl)propyl)-3-methyl-1H-pyrazol-4-yl)pyrimidin-2-yl)-8-fluoro-[1,2,4]triazolo[1,5-a]pyridin-2-amine FC(C(C1=CC=C(C=C1)F)N1N=C(C(=C1)C1=NC(=NC=C1)C1=C(C=2N(C=C1)N=C(N2)N)F)C)(C)F